Cl.Cl.C(CCCCCCCCCCC)S(=O)(=O)O dodecylsulfonate, dihydrochloride